COC1=C(C=CC=C1)NC1=NC(=NC=C1C)NC1=CC2=C(B(OC2)O)C=C1 5-((4-((2-methoxyphenyl)amino)-5-methylpyrimidin-2-yl)amino)benzo[c][1,2]oxaborole-1(3H)-ol